4-(7-bromo-2-(3-m-tolyl-1H-pyrazol-1-yl)pyrido[3,2-d]pyrimidin-4-yl)morpholine BrC1=CC=2N=C(N=C(C2N=C1)N1CCOCC1)N1N=C(C=C1)C=1C=C(C=CC1)C